C(C)NCC ethyl-R-ethyl-amine